tert-butyl (R)-((3-(3-(4,4-difluoroazepan-1-yl)-5-methyl-6-(p-tolyl)pyridazine-4-carboxamido)phenyl)(methyl)(oxo)-λ6-sulfaneylidene)carbamate FC1(CCN(CCC1)C=1N=NC(=C(C1C(=O)NC=1C=C(C=CC1)[S@](=O)(C)=NC(OC(C)(C)C)=O)C)C1=CC=C(C=C1)C)F